(R)-2-(4-fluoro-1-(1-phenylethyl)-1H-imidazol-5-yl)-2,2-dimethoxyethan-1-ol FC=1N=CN(C1C(CO)(OC)OC)[C@H](C)C1=CC=CC=C1